methyl 6-chloro-3-methyl-5-((2-(pyrrolidin-1-yl)ethyl)amino)pyrazine-2-carboxylate ClC1=C(N=C(C(=N1)C(=O)OC)C)NCCN1CCCC1